[4-[(3R)-3-amino-4-(2,4,5-trifluorophenyl)butanoyl]-1-methanesulfonyl-piperazin-2-yl]butanoic acid methyl ester COC(C(CC)C1N(CCN(C1)C(C[C@@H](CC1=C(C=C(C(=C1)F)F)F)N)=O)S(=O)(=O)C)=O